FC(OCCSC=1N=C2N(N1)[C@@H](C[C@@H]2F)C2=CC=CC=C2)F (5s,7s)-2-[2-(difluoromethoxy)ethylsulfanyl]-7-fluoro-5-phenyl-6,7-dihydro-5H-pyrrolo[1,2-b][1,2,4]triazole